m-bis(chloromethyl)benzene ClCC1=CC(=CC=C1)CCl